tert-butyl 3-(4-(benzyloxy)-7-(thiazol-2-yl) benzo[d]oxazol-2-yl)-3,6-diazabicyclo[3.1.1]heptane-6-carboxylate C(C1=CC=CC=C1)OC1=CC=C(C2=C1N=C(O2)N2CC1N(C(C2)C1)C(=O)OC(C)(C)C)C=1SC=CN1